C1=C2C=CC3=C(C=CC=4C=C5C=C6C=C7C=CC=CC7=CC6=CC5=CC34)C2=C2C=C3C=CC=CC3=CC2=C1 tetraphenopentacene